4-chloro-6-fluoro-7-(2-fluoro-6-methoxyphenyl)-1-(2-isopropyl-4,6-dimethylpyridin-3-yl)-3-nitro-1,8-naphthyridin-2(1H)-one ClC1=C(C(N(C2=NC(=C(C=C12)F)C1=C(C=CC=C1OC)F)C=1C(=NC(=CC1C)C)C(C)C)=O)[N+](=O)[O-]